C(=O)(OC(C)(C)C)[C@](C(=O)O)(CC)C1=C(C(=C(C(=C1)F)F)N)F Boc-(R)-3-amino-2,4,5-trifluorophenylbutyric acid